C(C)(C)(C)OC([C@H](CCC(=O)NC(C(=O)NCCOCC(=O)O)(C)C)NC(CCCCCCCCCCCCCCCCC(=O)OC(C)(C)C)=O)=O 2-[2-[[2-[[(4S)-5-tert-butoxy-4-[(18-tert-butoxy-18-oxo-octadecanoyl)amino]-5-oxo-pentanoyl]amino]-2-methyl-propionyl]amino]ethoxy]acetic acid